isopropyl 4-((3-(2-cyanoethoxy)cyclopentyl)amino)-1H-pyrrolo[2,3-b]pyridine-5-carboxylate C(#N)CCOC1CC(CC1)NC1=C2C(=NC=C1C(=O)OC(C)C)NC=C2